magnesium dicyclopentadiene diformate C(=O)[O-].C(=O)[O-].C1=CC=CC1.C1=CC=CC1.[Mg+2]